7-Bromo-1-methyl-2-oxo-4-{4-[5-(propan-2-yl)-1,3-benzoxazol-2-yl]piperidin-1-yl}-1,2-dihydro-quinoline-3-carbonitrile BrC1=CC=C2C(=C(C(N(C2=C1)C)=O)C#N)N1CCC(CC1)C=1OC2=C(N1)C=C(C=C2)C(C)C